NC1=NC=C(C2=C1C(=C(S2)C2=CC=C(C=C2)NC(C(=C)C)=O)C2=CC(=C(C=C2)OC2=NC=CC(=N2)C)F)Br N-(4-(4-amino-7-bromo-3-(3-fluoro-4-((4-methylpyrimidin-2-yl)oxy)phenyl)thieno[3,2-c]pyridin-2-yl)phenyl)methacrylamide